Cl.CC1=NC(=CC=C1N1N=NC(=C1)C(=O)O)C 1-(2,6-dimethylpyridin-3-yl)-1H-1,2,3-triazole-4-carboxylic acid hydrochloride